(R)-1-(2,5-difluorophenyl)-6-fluoro-4-oxo-7-(2-((pyridin-2-yloxy)methyl)pyrrolidin-1-yl)-1,4-dihydro-quinoline-3-carboxylic acid FC1=C(C=C(C=C1)F)N1C=C(C(C2=CC(=C(C=C12)N1[C@H](CCC1)COC1=NC=CC=C1)F)=O)C(=O)O